2-[(7-butyl-3-methyl-2,6-dioxo-2,3,6,7-tetrahydro-1H-purin-8-yl)thio]butanamide C(CCC)N1C(=NC=2N(C(NC(C12)=O)=O)C)SC(C(=O)N)CC